OC1=C(C=CC(=C1)OC)C1=NC(=NC(=N1)C1=CC=CC=C1)C1=CC=CC=C1 2-(2-Hydroxy-4-methoxyphenyl)-4,6-diphenyl-1,3,5-tri-azin